(1R)-2-[4-(5-cyclopropyl-2-{6-cyclopropyl-2-ethenyl-2H-pyrazolo[3,4-b]pyridin-5-yl}-1-methyl-1H-imidazol-4-yl)-2H-indazol-2-yl]-1-phenylethan-1-ol C1(CC1)C1=C(N=C(N1C)C1=CC=2C(N=C1C1CC1)=NN(C2)C=C)C=2C1=CN(N=C1C=CC2)C[C@H](O)C2=CC=CC=C2